ClC=1C=C(OCC(=O)N)C=C(C1CC=1C=C(C(=CC1)O)C1=CC=CC=C1)Cl 2-(3,5-dichloro-4-((6-hydroxy-[1,1'-biphenyl]-3-yl)methyl)phenoxy)acetamide